C(C1=CC=CC=C1)OC1=CC=C2C(=NN=C(C2=C1)N[C@@H](C)SC=1C=CC=C(C1)C1=C(CN(C(OC(C)(C)C)=O)C)C=CC=C1)C tert-butyl (R)-(2-(5-(1-((7-(benzyloxy)-4-methylphthalazin-1-yl)amino)ethyl)thiophenyl)benzyl)(methyl)carbamate